C12(CCC(CC1)C2)C2=NC(=NO2)C2CCN(CC2)C(CC2=NON=C2C)=O 1-(4-(5-(bicyclo[2.2.1]heptan-1-yl)-1,2,4-oxadiazol-3-yl)piperidin-1-yl)-2-(4-methyl-1,2,5-oxadiazol-3-yl)ethan-1-one